C(=O)[O-].C(CCCCCCC)(=O)OC(C)OC(C(=O)OC1CC2CCC(C1)[N+]21CCCC1)(C1=CC=CC=C1)C1=CC=CC=C1 3-(2-(1-(Octanoyloxy)ethoxy)-2,2-diphenylacetoxy)spiro[bicyclo[3.2.1]octane-8,1'-pyrrolidin]-8-ium formate